C(C=C)(=O)N1C[C@@H](CC1)N1C(N(C=2C=NC=CC21)C2=CC=C(C=C2)OCC2=C(C=CC=C2)C(F)(F)F)=O (R)-1-(1-acryloylpyrrolidin-3-yl)-3-(4-((2-(trifluoromethyl)benzyl)oxy)phenyl)-1H-imidazo[4,5-c]pyridine-2(3H)-one